C(CCC)N(CCNC)CCCC N,N-dibutyl-N'-methylethylendiamine